9-heptadecyl-8-(((1S,3R)-3-hydroxycyclohexyl)amino)octanoate CCCCCCCCC(CCCCCCCC)OC(CCCCCCCN[C@@H]1C[C@@H](CCC1)O)=O